CN(C(=O)[C@H]1CC=2C=NC=CC2N1C1=NC(=CC(=C1)C(F)(F)F)C)C=1C=C(C=CC1)C (R)-N-methyl-1-(6-methyl-4-(trifluoromethyl)pyridin-2-yl)-N-(m-tolyl)-2,3-dihydro-1H-pyrrolo[3,2-c]pyridine-2-carboxamide